C(C1=CC=CC=C1)NC(OC1=CC(=C(C=C1)OC)C=1C=NC=C(C1)C1=NC=NN1COCC[Si](C)(C)C)=O 4-methoxy-3-(5-(1-((2-(trimethylsilyl)ethoxy)methyl)-1H-1,2,4-triazol-5-yl)pyridin-3-yl)phenyl benzylcarbamate